2-hydroxy-(E)-3-octadecenoic acid OC(C(=O)O)\C=C\CCCCCCCCCCCCCC